(S)-2-(2,6-dichlorobenzoylamino)-3-(4-(1,4-dimethyl-2-oxo-1,2-dihydroquinolin-3-yl)naphthalen-1-yl)propionic acid ClC1=C(C(=O)N[C@H](C(=O)O)CC2=CC=C(C3=CC=CC=C23)C=2C(N(C3=CC=CC=C3C2C)C)=O)C(=CC=C1)Cl